3-hydroxy-3-methyl-3,6-dihydropyridine-1(2H)-carboxylic acid tert-butyl ester C(C)(C)(C)OC(=O)N1CC(C=CC1)(C)O